CN1C(CCCC1)C(=O)OC1=C(C(=NC=C1)NC=1C(=C(C=CC1)C1=C(C(=CC=C1)C1=NC(=C(C=C1)C=O)OC)Cl)Cl)F (2-((2,2'-dichloro-3'-(5-formyl-6-methoxypyridin-2-yl)-[1,1'-biphenyl]-3-yl) amino)-3-fluoropyridin-4-yl) methylpiperidine-2-carboxylate